C(C)(C)(C)OC(=O)NC1CC(C1)OC1=CC=C(C=C1)C(C)(C)C1=CC=C(OC2=CC=C(N=N2)C(=O)OC)C=C1 Methyl 6-(4-(2-(4-((1r,3r)-3-((tert-butoxycarbonyl)amino)cyclobutyloxy)phenyl)propan-2-yl)phenoxy)pyridazine-3-carboxylate